4-amino-N-((5R)-5,8-dihydro-6H-pyrano[3,4-b]pyridin-5-yl)-7-fluoro-N,1-dimethyl-1H-pyrazolo[4,3-c]-quinoline-8-carboxamide NC1=NC=2C=C(C(=CC2C2=C1C=NN2C)C(=O)N(C)[C@H]2COCC1=NC=CC=C12)F